4-oxaspiro[2.4]heptan-6-amine C1CC12OCC(C2)N